1-(4,6-diisopropylpyrimidin-5-yl)-4-((2s,5r)-2,5-dimethylpiperazin-1-yl)-6-fluoro-7-(2-fluorophenyl)pyrido[2,3-d]Pyrimidin-2(1H)-one C(C)(C)C1=NC=NC(=C1N1C(N=C(C2=C1N=C(C(=C2)F)C2=C(C=CC=C2)F)N2[C@H](CN[C@@H](C2)C)C)=O)C(C)C